N-carboxyl-L-leucine C(=O)(O)N[C@@H](CC(C)C)C(=O)O